2'-o-methyladenosine CO[C@@H]1[C@@H]([C@H](O[C@H]1N2C=NC3=C(N=CN=C32)N)CO)O